C(C)OC(=O)C1=C[C@H]([C@@H]([C@H](C1)N)NC(C)=O)OC(CC)CC (3R,4R,5S)-5-amino-4-acetamido-3-(pent-3-yloxy)cyclohex-1-ene-1-carboxylic acid ethyl ester